2-chloro-6-(1-methylcyclopropyl)pyridine ClC1=NC(=CC=C1)C1(CC1)C